N-(4-(4-(hydroxymethyl)-4-methylpiperidin-1-yl)phenyl)-4-((8-methyl-2,3-dihydro-1H-pyrido[2,3-b][1,4]oxazin-7-yl)amino)-2-oxo-1,2-dihydropyridine-3-carboxamide OCC1(CCN(CC1)C1=CC=C(C=C1)NC(=O)C=1C(NC=CC1NC1=C(C2=C(OCCN2)N=C1)C)=O)C